C1(CCCCC1)N1C[C@@H](O[C@](C1)(CO[Si](C(C)C)(C(C)C)C(C)C)CO)N1C(NC(C(=C1)C)=O)=O 1-[(2R,6S)-4-cyclohexyl-6-(hydroxymethyl)-6-(triisopropylsiloxymethyl)-morpholin-2-yl]-5-methyl-pyrimidine-2,4-dione